N-(4-((3-methylpiperidin-1-yl)methyl)-3-(trifluoromethyl)phenyl)benzo[d][1,3]dioxolane-5-carboxamide CC1CN(CCC1)CC1=C(C=C(C=C1)NC(=O)C1=CC2=C(OCO2)C=C1)C(F)(F)F